C(=O)(OC(C)(C)C)CCNCCC(=O)OC(C)(C)C 1,5-bis-Boc-3-azapentane